C(C)C(COC(CCC(=O)OCC(CCCC)CC)=O)CCCC di(2-ethyl hexyl)-succinate